(2-pyridyldithio) propionate C(CC)(=O)OSSC1=NC=CC=C1